NCC(=O)OC(=O)OCCl ((chloromethoxy) carbonyl) glycinate